BrC1=C(C=C2C(C(N(C2=C1)C)=O)(C)O)C(=O)OC methyl 6-bromo-3-hydroxy-1,3-dimethyl-2-oxo-indoline-5-carboxylate